NCCCN1C=C(C2=CC(=CC=C12)CN1CCC(CC1)CN1CCN(CC1)C=1C=C2C(N(C(C2=CC1)=O)C1C(NC(CC1)=O)=O)=O)C1=CC(=CC2=CC=CC=C12)O 5-(4-((1-((1-(3-aminopropyl)-3-(3-hydroxynaphthalen-1-yl)-1H-indol-5-yl)methyl)piperidin-4-yl)methyl)piperazin-1-yl)-2-(2,6-dioxopiperidin-3-yl)isoindoline-1,3-dione